C(C1=CC=CC=C1)N1N=CC(=C1)C=1C(=CC(N(C1)C)=O)N1CC(CC1)CNC(C)=O N-{1-[5-(1-Benzyl-1H-pyrazol-4-yl)-1-methyl-2-oxo-1,2-dihydro-pyridin-4-yl]-pyrrolidin-3-ylmethyl}-acetamide